methyl-1-(2H-tetrazol-5-yl)piperidin CC1N(CCCC1)C=1N=NNN1